5-Bromo-4-fluoroindoline BrC=1C(=C2CCNC2=CC1)F